COCC1OCCC1 (methoxymethyl)oxolane